Cl.Cl.C12CC(CC(CC1)N2)N2CCC(CC2)C=2C=CC1=C(N(C(=N1)C1=CC=C(C=C1)S(=O)(=O)C)C)C2F 6-(1-(8-azabicyclo[3.2.1]oct-3-yl)piperidin-4-yl)-7-fluoro-1-methyl-2-(4-(methylsulfonyl)phenyl)-1H-benzo[d]imidazole dihydrochloride